1,1-dioxidotetrahydrothiopyran O=S1(CCCCC1)=O